C(C1=CC=CC=C1)OC1CC(C1)OCCN1CCN(CC1)C(=O)OC(C)(C)C Tert-Butyl 4-(2-((1s,3s)-3-(benzyloxy)cyclobutoxy)ethyl)piperazine-1-carboxylate